C(OCC1=C(C=CC=C1C#N)C=1C=C2C(=C(C=NC2=CC1)C1=CC(=CC(=C1)F)F)N1CCC(CC1)N)([O-])=O 2-[4-(4-aminopiperidin-1-yl)-3-(3,5-difluorophenyl) quinolin-6-yl]-6-cyanophenylmethyl carbonate